tert-butyl N-[2-[5-[(1R)-1-benzyloxy-1-(trifluoromethyl)pent-4-enyl]-1,3,4-oxadiazol-2-yl]-6-[1-(pyrrolidine-1-carbonyl)but-3-enylamino]-5-(trifluoromethyl)-3-pyridyl]carbamate C(C1=CC=CC=C1)O[C@@](CCC=C)(C(F)(F)F)C1=NN=C(O1)C1=NC(=C(C=C1NC(OC(C)(C)C)=O)C(F)(F)F)NC(CC=C)C(=O)N1CCCC1